3-(4-amino-2-fluorophenyl)-5-(1-(1-methylpiperidin-4-yl)-1H-pyrazol-4-yl)pyridin-2-amine NC1=CC(=C(C=C1)C=1C(=NC=C(C1)C=1C=NN(C1)C1CCN(CC1)C)N)F